(3-Bromo-6,7-dihydropyrazolo[1,5-a]pyrazin-5(4H)-yl)(cyclohexyl)methanone BrC=1C=NN2C1CN(CC2)C(=O)C2CCCCC2